N[C@H]1[C@@H](CCC1)C(=O)O (1r,2r)-2-aminocyclopentane-1-carboxylic acid